CN1C(=NN=C1)SC(C)C=1C=C(C=CC1)N1N=NC(=C1)C=1C=C(C(=O)O)C=CC1 3-(1-(3-(1-(4-methyl-4H-1,2,4-triazol-3-ylthio)ethyl)phenyl)-1H-1,2,3-triazol-4-yl)benzoic acid